3-phenylisoquinolin-6-ol C1(=CC=CC=C1)C=1N=CC2=CC=C(C=C2C1)O